C(C)OC(=O)[C@H]1[C@H](C1)C1=CC(=C(C=C1)OC)NC(=O)C=1N(C(=CC1)CCCC1=CC=CC=C1)[C@@H](C)CC.C(C\C=C/CCCCCC)OCC1=CC=CC=C1 (Z)-((dec-3-enyloxy)methyl)benzene Ethyl-(1R,2S)-2-{3-[({1-[(2S)-2-butanyl]-5-(3-phenylpropyl)-1H-pyrrol-2-yl}carbonyl)amino]-4-methoxyphenyl}cyclopropanecarboxylate